C(C)(C)(C)C=1C=C(CC2=C(C(=C(C(=C2C)CC2=CC(=C(C(=C2)C(C)(C)C)O)C(C)(C)C)C)CC2=CC(=C(C(=C2)C(C)(C)C)O)C(C)(C)C)C)C=C(C1O)C(C)(C)C 2,4,6-Tris(3',5'-di-tert-butyl-4'-hydroxybenzyl)mesitylene